FC(CI)(F)F 1,1,1-trifluoro-2-iodoethane